F.C(CCC)N1CN(C=C1)C 1-butyl-3-methylimidazole hydrofluoric acid salt